FC1(CNC(N(C1)CC1=CC=2N(N=C1)C=C(N2)[C@H](CCC(C(F)(F)F)(C)C)NC(=O)C2=NON=C2C)=O)F (S)-N-(1-(7-((5,5-Difluoro-2-oxotetrahydropyrimidin-1(2H)-yl)methyl)imidazo[1,2-b]pyridazin-2-yl)-5,5,5-trifluoro-4,4-dimethylpentyl)-4-methyl-1,2,5-oxadiazole-3-carboxamide